(E)-3-((3-((E)-4-(8-oxa-3-azabicyclo[3.2.1]oct-3-ylmethyl)styryl)-1H-indazol-6-yl)methylene)-4-phenylpyrrolidin-2-one trifluoroacetate FC(C(=O)O)(F)F.C12CN(CC(CC1)O2)CC2=CC=C(/C=C/C1=NNC3=CC(=CC=C13)\C=C/1\C(NCC1C1=CC=CC=C1)=O)C=C2